C1(CC1)C=1C(=NN2C1CCC1=CC(=CN=C21)F)C2CCN(CC2)C(=O)OC(C)(C)C tert-butyl 4-(3-cyclopropyl-7-fluoro-4,5-dihydropyrazolo[1,5-a][1,8]naphthyridin-2-yl)piperidine-1-carboxylate